C(C)(C)(C)OC(=O)N(C1=CC(=NC=2N1N=CC2C(C)C)NC[C@@H]2[C@H](CN(CC2)C(=O)OC(C)(C)C)O)CC=2N=C1N(C=CC=N1)C2 tert-butyl (3R,4R)-4-(((7-((tert-butoxycarbonyl)(imidazo[1,2-a]pyrimidin-2-ylmethyl)amino)-3-isopropylpyrazolo[1,5-a]pyrimidin-5-yl)amino)methyl)-3-hydroxypiperidine-1-carboxylate